COC1=CC=CC=2C=C(OC21)B(O)O 7-METHOXYBENZOFURAN-2-BORONIC ACID